C(C)C(CC(CCC=CCC)CC)O ethyl-3-ethyl-6-nonenyl alcohol